tert-butyl {(1R,3R,4S)-3-({[tert-butyl(dimethyl)silyl]oxy}methyl)-4-[(triisopropylsilyl)oxy]cyclopentyl}carbamate [Si](C)(C)(C(C)(C)C)OC[C@H]1C[C@H](C[C@@H]1O[Si](C(C)C)(C(C)C)C(C)C)NC(OC(C)(C)C)=O